(((5-chloro-3-(difluoromethyl)-1-methyl-1H-pyrazol-4-yl)sulfonyl)methyl)piperidine-1-carboxylic acid tert-butyl ester C(C)(C)(C)OC(=O)N1C(CCCC1)CS(=O)(=O)C=1C(=NN(C1Cl)C)C(F)F